platinum-rhodium sulfide [Rh]=S.[Pt]